COC1=CC=C(C=C1)C=1C(=NC=NC1C1=CC=CC=C1)C(=O)OC methyl 5-(4-methoxyphenyl)-6-phenylpyrimidine-4-carboxylate